BrC=1C=C(C(=NC1)N[C@H]1[C@@H](CCC1)O)C(=O)N[C@H](C)C1=C(C(=CC=C1)C(F)(F)F)F 5-bromo-N-[(1R)-1-[2-fluoro-3-(trifluoromethyl)phenyl]ethyl]-2-[[(1R,2R)-2-hydroxycyclopentyl]amino]pyridine-3-carboxamide